(R)-N-(pyrrolidin-3-ylmethyl)-2-(p-tolyl)benzo[d]imidazo[2,1-b]thiazole-7-carboxamide hydrochloride Cl.N1C[C@@H](CC1)CNC(=O)C1=CC2=C(N3C(S2)=NC(=C3)C3=CC=C(C=C3)C)C=C1